[2-(2,2,2-trifluoroethoxy)pyrimidin-4-yl]methanamine FC(COC1=NC=CC(=N1)CN)(F)F